C(C1=CC=CC=C1)N(CCCCC(=O)O)CC1=CC=CC=C1 N,N-dibenzyl-5-aminopentanoic acid